3-(5-(4-((1-(4-(3-(4-fluoro-3-methoxyphenyl)-7-hydroxychroman-4-yl)phenyl)piperidin-4-yl)methyl)piperazin-1-yl)-1-oxoisoindolin-2-yl)piperidine-2,6-dione FC1=C(C=C(C=C1)C1COC2=CC(=CC=C2C1C1=CC=C(C=C1)N1CCC(CC1)CN1CCN(CC1)C=1C=C2CN(C(C2=CC1)=O)C1C(NC(CC1)=O)=O)O)OC